CN(CCC(=O)O)C 3-(dimethylamino)propanic acid